FC(OC=1C(=NC=CC1)CN1C(C(=CC2=C1N=C(N=C2)C)C2CCNCC2)=O)F 8-((3-(difluoromethoxy)pyridin-2-yl)methyl)-2-methyl-6-(piperidin-4-yl)pyrido[2,3-d]pyrimidin-7(8H)-one